FC1=C(C(=CC=C1)C)C=1CCN(CC1)C(=O)OCC1=CC=CC=C1 benzyl 4-(2-fluoro-6-methylphenyl)-3,6-dihydropyridine-1(2H)-carboxylate